(P)-1-(6-(4-(2-amino-7-fluoro-1,3-benzothiazol-4-yl)-3,7,7-trimethyl-7,8-dihydro-5H-pyrano[4,3-b]pyridin-2-yl)-2,6-diazaspiro[3.4]octan-2-yl)-2-propen-1-one NC=1SC2=C(N1)C(=CC=C2F)C2=C1C(=NC(=C2C)N2CC3(CN(C3)C(C=C)=O)CC2)CC(OC1)(C)C